CC1(OB(OC1(C)C)C1=C(OCCNC(OC(C)(C)C)=O)C=CC=C1)C tert-butyl (2-(2-(4,4,5,5-tetramethyl-1,3,2-dioxaborolan-2-yl)phenoxy)ethyl)carbamate